C(C1=CC=CC=C1)N1S(C2=C(C3=C1C=C(C(=C3)F)OC)C=C(C(=C2)OC)OC)(=O)=O 6-benzyl-9-fluoro-2,3,8-trimethoxy-6H-dibenzo[c,e][1,2]thiazine 5,5-dioxide